(S)-2-(4-(6-((4-cyano-2-fluorobenzyl)oxy)pyridin-2-yl)-2-fluoro-5-methylbenzyl)-1-(oxetan-2-ylmethyl)-1H-thieno[2,3-d]imidazole-5-carboxylate C(#N)C1=CC(=C(COC2=CC=CC(=N2)C2=CC(=C(CC=3N(C4=C(N3)SC(=C4)C(=O)[O-])C[C@H]4OCC4)C=C2C)F)C=C1)F